4-(3-amino-5-ethynylpyridin-4-yl)-2-chloro-5-fluoro-N-(5-methoxy-6-(2H-1,2,3-triazol-2-yl)pyridin-3-yl)benzamide NC=1C=NC=C(C1C1=CC(=C(C(=O)NC=2C=NC(=C(C2)OC)N2N=CC=N2)C=C1F)Cl)C#C